5-[5-(3,5-dichloro-4-fluoro-phenyl)-5-trifluoromethyl-4,5-dihydro-isoxazol-3-yl]-2-[1,2,4]triazol-1-yl-benzonitrile ClC=1C=C(C=C(C1F)Cl)C1(CC(=NO1)C=1C=CC(=C(C#N)C1)N1N=CN=C1)C(F)(F)F